C(=O)O.C(CC(=O)C)(=O)C1(SCCN1)CC(=O)O acetoacetylcarboxymethylthiazolidine formate